n-docosyl methyl ketone CC(=O)CCCCCCCCCCCCCCCCCCCCCC